CN1N=CC(=C1C)C1=NC(=CC(=C1)C=1C=C(C=CC1C)NC(=O)N1C[C@@H](CC1)CC(F)(F)F)N1CCOCC1 (3S)-N-[3-[2-(1,5-dimethylpyrazol-4-yl)-6-(morpholin-4-yl)pyridin-4-yl]-4-methylphenyl]-3-(2,2,2-trifluoroethyl)pyrrolidine-1-carboxamide